BrC=1C=CC=C2C(CCNC12)=O 8-bromo-2,3-dihydro-4(1H)-quinolinone